COC1=NC=CC=C1C1=NC=C2NC(N(C2=N1)CC1=CC=C(C=C1)C=1N(C=C(N1)C(F)(F)F)C)=N 2-(2-methoxy-3-pyridyl)-9-[[4-[1-methyl-4-(trifluoromethyl)imidazol-2-yl]phenyl]methyl]-7H-purin-8-imine